C1(CCC2=CC=CC=C12)N1N=CC(=C1)N 1-(2,3-dihydro-1H-inden-1-yl)-1H-pyrazol-4-amine